anti-gamma-aminobutyric acid NCCCC(=O)O